CC=1C=C(C=CC1OC1=CC2=C(N(C=N2)C)C=C1)NC1=NC=NC2=CC=C3C(=C12)OC[C@@H]1N(CCN3C1)C(=O)OC(C)(C)C tert-butyl (3R)-13-((3-methyl-4-((1-methyl-1H-benzo[d]imidazol-5-yl)oxy)phenyl)amino)-2,3,5,6-tetrahydro-4H-3,7-methano[1,4,7]oxadiazonino[2,3-f]quinazoline-4-carboxylate